tert-butyl ((3S,4S)-4-(3-chlorophenyl)-1-(imidazo[1,5-a]pyridine-5-carbonyl)piperidin-3-yl)carbamate ClC=1C=C(C=CC1)[C@H]1[C@@H](CN(CC1)C(=O)C1=CC=CC=2N1C=NC2)NC(OC(C)(C)C)=O